6-bromo-3-(4-isoquinolyl)-1-(2-trimethylsilylethoxymethyl)thieno[3,2-d]pyrimidine-2,4-dione BrC1=CC=2N(C(N(C(C2S1)=O)C1=CN=CC2=CC=CC=C12)=O)COCC[Si](C)(C)C